N(=[N+]=[N-])C1=C(COC(=O)NCC(CCC(C(=O)OC2COC(C2O)N2C3=NC=NC(=C3N=C2)N)NC(=O)OC(C)(C)C)SSC)C=CC=C1 5-(6-amino-9H-purin-9-yl)-4-hydroxytetrahydrofuran-3-yl 6-((((2-azidobenzyl)oxy)carbonyl)amino)-2-((tert-butoxycarbonyl)amino)-5-(methyldisulfanyl)hexanoate